C(C)(C)(C)OC(=O)N1CC(C1)C=1C=CC(=NC1)CN1CCC(CC1)C(=O)OC methyl 1-((5-(1-(tert-butoxycarbonyl)azetidin-3-yl)pyridin-2-yl)methyl)-piperidine-4-carboxylate